5-Fluoro-1-(4'-(hydroxymethyl)-[1,1'-biphenyl]-4-yl)-1H-indazol-6-ol FC=1C=C2C=NN(C2=CC1O)C1=CC=C(C=C1)C1=CC=C(C=C1)CO